(S)-quinuclidin-3-yl (5'-(4-fluorophenyl)-1',3'-dihydrospiro[cyclopropane-1,2'-inden]-1'-yl)carbamat FC1=CC=C(C=C1)C=1C=C2CC3(C(C2=CC1)NC(O[C@@H]1CN2CCC1CC2)=O)CC3